4,4-oxazoline C1=CCNC1